3-(benzyloxy)-4-methyl-5-(2-methylquinolin-6-yl)picolinonitrile C(C1=CC=CC=C1)OC=1C(=NC=C(C1C)C=1C=C2C=CC(=NC2=CC1)C)C#N